COC1=NC=CC(=C1S(=O)(=O)N(CC[Si](C)(C)C)C1=NOC2=C1CC1(C3=CC=C(C=C32)OC(F)(F)F)CC1)OC 2,4-dimethoxy-N-[8'-(trifluoromethoxy)-4'H-spiro[cyclopropane-1,5'-naphtho[2,1-d][1,2]oxazol]-3'-yl]-N-[2-(trimethylsilyl)ethyl]pyridine-3-sulfonamide